CCOC(=O)COC(=O)C1=CC=CC=C1C(=O)OCC ethyl phthalyl ethyl glycolate